(hexyl(methoxy carbonyl)amino)butanoate C(CCCCC)N(C(=O)OC)C(C(=O)[O-])CC